methyl (S)-4-(3-(2-decanamido-3-(hexylamino)-3-oxopropyl)ureido)benzoate C(CCCCCCCCC)(=O)N[C@@H](CNC(NC1=CC=C(C(=O)OC)C=C1)=O)C(=O)NCCCCCC